ethyl (1S,3S,5S)-5-((1H-1,2,3-triazol-1-yl)methyl)-2-((9,9-difluoro-9H-fluorene-3-carbonyl) glycyl)-2-azabicyclo[3.1.0]hexane-3-carboxylate N1(N=NC=C1)C[C@@]12C[C@H](N([C@H]2C1)C(CNC(=O)C=1C=CC=2C(C3=CC=CC=C3C2C1)(F)F)=O)C(=O)OCC